N[C@H](C(=O)O)CCP(=O)(OC)OO (2S)-2-amino-4-[hydroxy(methyl)phosphono]butanoic acid